ClC1=C(C=CC=C1F)C(C)NC(=O)N1CCN(CC1)C1=C(C=NC=C1)F N-(1-(2-Chloro-3-fluorophenyl)ethyl)-4-(3-fluoropyridin-4-yl)piperazine-1-carboxamide